2-(tert-Butoxycarbonylamino)-6-(diethoxyphosphinooxymethyl)-4-(1H-1,2,4-triazol-1-yl)pteridine C(C)(C)(C)OC(=O)NC1=NC2=NC=C(N=C2C(=N1)N1N=CN=C1)COP(OCC)OCC